4-oxa-7-azaspiro[2.5]octane HCl Cl.C1CC12OCCNC2